aminopropyldiethanolamine C(CN)CN(CCO)CCO